N-((3-chloro-4-fluorobenzyl)sulfinyl)-4-(5-(3,5-dichloro-4-fluorophenyl)-5-(trifluoromethyl)-4,5-dihydroisoxazol-3-yl)-2-methylbenzamide ClC=1C=C(CS(=O)NC(C2=C(C=C(C=C2)C2=NOC(C2)(C(F)(F)F)C2=CC(=C(C(=C2)Cl)F)Cl)C)=O)C=CC1F